C(C)(C)(C)N(N=CC)C tert-butyl-2-ethylidene-1-methylhydrazine